4-(4-fluoropiperidin-1-yl)aniline FC1CCN(CC1)C1=CC=C(N)C=C1